(R)-5-(3-Aminopiperidin-1-yl)-N-(3-methoxy-4-morpholinophenyl)pyrazolo[1,5-a]pyrimidine-3-carboxamide trifluoroacetate salt FC(C(=O)O)(F)F.N[C@H]1CN(CCC1)C1=NC=2N(C=C1)N=CC2C(=O)NC2=CC(=C(C=C2)N2CCOCC2)OC